FC1=C(C=C(CC2=NNC(C3=CC=CC=C23)=O)C=C1)C(=O)N1CC(C1)N[C@H]1CNCC1 (R)-4-(4-fluoro-3-(3-(pyrrolidin-3-ylamino)azetidine-1-carbonyl)benzyl)phthalazin-1(2H)-one